BrC1=C2C=NN(C2=CC2=C1C(CC2)=C)C2OCCCC2 4-bromo-5-methylene-1-(tetrahydro-2H-pyran-2-yl)-1,5,6,7-tetrahydrocyclopenta[f]indazole